benzo[c][1,2,5]Oxadiazol-4-ylmethyl methanesulfonate CS(=O)(=O)OCC1=CC=CC2=NON=C21